1-(6-fluorobenzofuran-5-yl)N-methylpropan-2-amine hydrochloride Cl.FC1=CC2=C(C=CO2)C=C1CC(C)NC